N-[1-[1-[2-[1-(3,5-Difluoro-2-pyridyl)-4-piperidyl]ethyl]-4,5,6,7-tetrahydroindazol-3-carbonyl]-4-piperidyl]acetamid FC=1C(=NC=C(C1)F)N1CCC(CC1)CCN1N=C(C=2CCCCC12)C(=O)N1CCC(CC1)NC(C)=O